N-(3,4-Dimethoxyphenylethyl)-4-(4-(2-hydroxyethyl)piperazin-1-yl)-2-(methylthio)pyrimidine-5-carboxamide COC=1C=C(C=CC1OC)CCNC(=O)C=1C(=NC(=NC1)SC)N1CCN(CC1)CCO